2-{[6-(4,4-Difluoro-4-phenylbutoxy)hexyl]amino-1-hydroxyethyl}-2-(hydroxymethyl)phenol FC(CCCOCCCCCCNCC(O)C1(C(C=CC=C1)O)CO)(C1=CC=CC=C1)F